tert-butyl (2R,3S,4S,5R)-3-(3,4-difluoro-2-hydroxyphenyl)-4,5-dimethyl-5-(trifluoromethyl)tetrahydrofuran-2-carboxylate FC=1C(=C(C=CC1F)[C@H]1[C@@H](O[C@]([C@H]1C)(C(F)(F)F)C)C(=O)OC(C)(C)C)O